FC(OC1=C2C=C(NC2=CC=C1)C(=O)N1[C@@H]([C@@H]2[C@H](C1)CCC2)C(=O)N[C@@H](C[C@H]2C(NCC2)=O)C(CO)=O)F (1S,3aR,6aS)-2-[4-(difluoromethoxy)-1H-indole-2-carbonyl]-N-[(2S)-4-hydroxy-3-oxo-1-[(3S)-2-oxopyrrolidin-3-yl]butan-2-yl]-hexahydro-1H-cyclopenta[c]pyrrole-1-carboxamide